C1(=CC=CC=C1)C1CC(=NO1)C=1N=C(SC1)C1CCN(CC1)C(C)=O 1-(4-(4-(5-PHENYL-4,5-DIHYDROISOXAZOL-3-YL)THIAZOL-2-YL)PIPERIDIN-1-YL)-ETHAN-1-ON